1-(5-{8-amino-[1,2,4]triazolo[1,5-a]1,6-naphthyridin-4-yl}-4-methylpyridin-2-yl)propan-1-one NC1=NC=C2C=C(C=3N(C2=C1)N=CN3)C=3C(=CC(=NC3)C(CC)=O)C